cobalt ethyl-imidazole bromide [Br-].C(C)C=1NC=CN1.[Co+2].[Br-]